FC(SC=C1C2=CC=CC=C2OC=2C=CC=CC12)([2H])F 9-(((difluoromethyl-d)thio)methylene)-9H-xanthene